O=C1NC(CCC1N1CC2=CC=C(C=C2C1=O)NS(=O)(=O)C1=CC=C(C=C1)OC)=O N-(2-(2,6-dioxopiperidin-3-yl)-3-oxoisoindolin-5-yl)-4-methoxybenzenesulfonamide